C(CCCCCC)[NH3+] N-heptyl-ammonium